C12COCC(N1C=1SC3=C(N1)C=CC(=C3C(=O)NC3=CC1=C(OCO1)C=C3C(NC31COC(C3)(C1)C(F)(F)F)=O)OC)C2 2-(3-Oxa-6-azabicyclo[3.1.1]heptan-6-yl)-6-methoxy-N-(6-((1-(trifluoromethyl)-2-oxabicyclo[2.1.1]hexan-4-yl)carbamoyl)benzo[d][1,3]dioxol-5-yl)benzo[d]thiazole-7-carboxamide